NC1=C2C(=NC=N1)N(N=C2C2=CC(=C(C=C2)NC(=O)NC2=CC(=NO2)C(C)(C)C)F)C2CC(C2)(F)F 1-(4-(4-amino-1-(3,3-difluorocyclobutyl)-1H-pyrazolo[3,4-d]pyrimidin-3-yl)-2-fluorophenyl)-3-(3-(tert-butyl)isoxazol-5-yl)urea